C1(CC1)NC(=O)C=1C=NN2C1N=C(C=C2NC)NC2=CC(=CC=C2)N2CCN(CC2)C N-cyclopropyl-7-(methylamino)-5-((3-(4-methylpiperazin-1-yl)phenyl)amino)pyrazolo[1,5-a]pyrimidine-3-carboxamide